(R)-2-amino-5-(2-chloro-3-fluorophenyl)-4-oxo-4,5-dihydrofuran-3-yl-5-d phenylmethanesulfonate C1(=CC=CC=C1)CS(=O)(=O)OC1=C(O[C@](C1=O)([2H])C1=C(C(=CC=C1)F)Cl)N